ClC1=CC=C(C(=N1)C(=O)O)N[C@H](C)C1=C2N=C(C(=NC2=CC(=C1)C)C#N)N1CC2CC(C2C1)(C)C 6-chloro-3-(((1R)-1-(2-cyano-3-(6,6-dimethyl-3-azabicyclo[3.2.0]heptan-3-yl)-7-methylquinoxalin-5-yl)ethyl)amino)picolinic acid